diethylene glycol monobutyl ether crotonate C(\C=C\C)(=O)OCCOCCOCCCC